BrC1=C(C=C(C=C1)S(=O)(=O)N1CCC(CC1)N1N=CC(=C(C1=O)Cl)NC[C@H]1COCCC1)C 2-[1-(4-bromo-3-methyl-phenyl)sulfonyl-4-piperidyl]-4-chloro-5-[[(3S)-tetrahydropyran-3-yl]methylamino]pyridazin-3-one